C(C)(C)(C)OC(=O)N1CCC(CC1)C1=CC(=CC=C1)CC(=O)NC=1N=NC(=CC1)CCCCN1N=NC(=C1)C(NC)=O.BrC=1C=CC=2NC3=CC=C(C=C3OC2C1)Br 3,7-dibromo-10H-phenoxazine tert-butyl-4-(3-(2-((6-(4-(4-(methylcarbamoyl)-1H-1,2,3-triazol-1-yl)butyl)pyridazin-3-yl)amino)-2-oxoethyl)phenyl)piperidine-1-carboxylate